2-[4-(2-methacryloyloxyethoxy)phenyl]-propane C(C(=C)C)(=O)OCCOC1=CC=C(C=C1)C(C)C